OCCOCCNC(OC(C)(C)C)=O tert-butyl [2-(2-hydroxy-ethoxy)-ethyl]carbamate